NCCCNCCNCCNCCCN N,N''-bis(3-aminopropyl)diethylenetriamine